2,3,5,6-tetrafluorobenzenecarbonitrile FC1=C(C(=C(C=C1F)F)F)C#N